5-phenyl-1-(3-(trifluoromethyl)benzyl)-1H-indazole-7-carboxylic acid C1(=CC=CC=C1)C=1C=C2C=NN(C2=C(C1)C(=O)O)CC1=CC(=CC=C1)C(F)(F)F